((dimethylamino)methyl)-4-(furan-3-yl)aniline CN(C)CNC1=CC=C(C=C1)C1=COC=C1